N-(2-((4-(2-(((5-Ethoxypyridin-3-yl)methyl)((1-methyl-1H-indazol-5-yl)methyl)amino)ethyl)phenyl)carbamoyl)-4,5-dimethoxyphenyl)-4-oxo-4H-chromene-2-carboxamide C(C)OC=1C=C(C=NC1)CN(CCC1=CC=C(C=C1)NC(=O)C1=C(C=C(C(=C1)OC)OC)NC(=O)C=1OC2=CC=CC=C2C(C1)=O)CC=1C=C2C=NN(C2=CC1)C